CC1=C(C=C(C=C1)C(C)C)O 2-METHYL-5-PROPAN-2-YLPHENOL